1-(4-(5-(4-(isopropylthio)phenyl)thiazol-2-yl)benzyl)azetidine-3-carboxylic acid C(C)(C)SC1=CC=C(C=C1)C1=CN=C(S1)C1=CC=C(CN2CC(C2)C(=O)O)C=C1